C(C)(C)(C)OC(=O)N1C[C@@H](CCC1)C(=O)NC1=NN(C2=CC=C(C=C12)C1=C(C=CC(=C1)C#N)Cl)C(=O)OC1CCCC1 Cyclopentyl 3-({[(3R)-1-(tert-butoxycarbonyl)piperidin-3-yl]carbonyl}amino)-5-(2-chloro-5-cyanophenyl)-1H-indazole-1-carboxylate